2-(6-(((1r,3s,5s)-8-azabicyclo[3.2.1]oct-3-yl)oxy)pyridazin-3-yl)-5-(5-methyl-oxazol-2-yl)phenol [C@H]12CC(C[C@H](CC1)N2)OC2=CC=C(N=N2)C2=C(C=C(C=C2)C=2OC(=CN2)C)O